C(CCC)C1=NC=2C(=C3C(=NC2N)C=C(S3)C3CCN(CC3)C)N1CC1CCN(CC1)C 2-butyl-7-(1-methylpiperidin-4-yl)-1-((1-methylpiperidin-4-yl)methyl)-1H-imidazo[4,5-d]thieno[3,2-b]pyridin-4-amine